(5-(2-Cyclopropylphenyl)-3-hydroxy-2,3-dihydrospiro[indene-1,3'-pyrrolidine]-1'-yl)(5-fluoropyridin-2-yl)methanone C1(CC1)C1=C(C=CC=C1)C=1C=C2C(CC3(CN(CC3)C(=O)C3=NC=C(C=C3)F)C2=CC1)O